NC1=NC(=C(C=2N1C(N(N2)CCN2C(CCC2)C=2SC=CC2)=O)C2=CC(=NC(=C2)C)C)C2=CC=CC=C2 5-amino-8-(2,6-dimethyl-4-pyridyl)-7-phenyl-2-[2-[2-(2-thienyl)pyrrolidin-1-yl]ethyl]-[1,2,4]triazolo[4,3-c]pyrimidin-3-one